(7-cyclopropyl-2-(4-((3S,4S)-3,4-dihydroxypyrrolidin-1-yl)-2-fluorophenyl)pyrazolo[1,5-a]pyrimidin-5-yl)((R)-1-methyl-3,4-dihydroisoquinolin-2(1H)-yl)methanone C1(CC1)C1=CC(=NC=2N1N=C(C2)C2=C(C=C(C=C2)N2C[C@@H]([C@H](C2)O)O)F)C(=O)N2[C@@H](C1=CC=CC=C1CC2)C